C(CCC)C1=CC=C(CC2=NOC(=N2)CC(C(=O)[O-])P(=O)(OCC)OCC)C=C1 3-(3-(4-butylbenzyl)-1,2,4-oxadiazol-5-yl)-2-(diethoxyphosphoryl)propanoate